(R)-4-((1-(3-(difluoromethyl)-2-fluorophenyl)ethyl)amino)-6-(1-(fluoromethyl)cyclopropyl)-2-Methyl-8-(7-(oxetane-3-yl)-4,7-diazaspiro[2.5]octane-4-yl)pyrido[4,3-d]pyrimidine-7(6H)-one FC(C=1C(=C(C=CC1)[C@@H](C)NC=1C=2C(N=C(N1)C)=C(C(N(C2)C2(CC2)CF)=O)N2C1(CC1)CN(CC2)C2COC2)F)F